OC=1C(=C(C=CC1)OC)[N+](=O)[O-] hydroxynitroanisole